C[C@H]1O[C@H](CN(C1)S(=O)(=O)C1=CC=C(C)C=C1)C=1C=NN(C1)CCO 2-(4-((2S,6R)-6-methyl-4-tosylmorpholin-2-yl)-1H-pyrazol-1-yl)ethan-1-ol